2,2-difluoro-2-bromoacetic acid ethyl ester C(C)OC(C(Br)(F)F)=O